(2s,5r)-5-(4-(6-chloro-4-oxo-3,4-dihydro-7H-pyrrolo[2,3-d]pyrimidin-7-yl)phenyl)-2-cyclopropylmorpholine-4-carboxylic acid tert-butyl ester C(C)(C)(C)OC(=O)N1C[C@@H](OC[C@H]1C1=CC=C(C=C1)N1C(=CC2=C1N=CNC2=O)Cl)C2CC2